(2r,4r)-2-((3-(2-(6-(2,5-dimethyl-1H-pyrrol-1-yl)-4-methylpyridin-2-yl)ethyl)-4,5-difluorophenyl)ethynyl)-4-ethoxypyrrolidine-1-carboxylic acid benzyl ester C(C1=CC=CC=C1)OC(=O)N1[C@H](C[C@H](C1)OCC)C#CC1=CC(=C(C(=C1)F)F)CCC1=NC(=CC(=C1)C)N1C(=CC=C1C)C